(S)-3-(4-fluoro-2',5,6'-trimethyl-[1,1'-biphenyl]-3-yl)-3-((S)-2-(3-(2-(3,3-dimethylazetidin-1-yl)ethyl)-5-methyl-6-oxoPyridazin-1(6H)-yl)-4-methylpentanamido)propanoic acid FC1=C(C=C(C=C1C)C1=C(C=CC=C1C)C)[C@H](CC(=O)O)NC([C@H](CC(C)C)N1N=C(C=C(C1=O)C)CCN1CC(C1)(C)C)=O